C(C1=CC=CC=C1)OC(=O)N1CCC2=C(C=CC=C12)Br.O[C@H]1[C@@H](CCCC1)NC1=NC(=NC=C1C(=O)N)NC1CCC(CC1)OC 4-((1R,2R)-2-hydroxycyclohexylamino)-2-((1r,4R)-4-methoxycyclohexylamino)pyrimidine-5-carboxamide Benzyl-4-bromo-2,3-dihydroindole-1-carboxylate